2-methylbenzo[d]oxazol-5-amin CC=1OC2=C(N1)C=C(C=C2)N